N-((4-(1-(difluoromethyl)-1H-pyrazol-4-yl)-4,5,6,7-tetrahydropyrazolo[1,5-a]pyrimidin-6-yl)methyl)acrylamide FC(N1N=CC(=C1)N1C=2N(CC(C1)CNC(C=C)=O)N=CC2)F